C(C)(C)(C)[Si](OCCCOC1=C(C(=NN1)C)[N+](=O)[O-])(C)C tert-butyl-dimethyl-[3-[(3-methyl-4-nitro-1H-pyrazol-5-yl)oxy]propoxy]silane